N=1C=C(N2C1CNCC2)C2=CC=C(O2)C#N 5-(5,6,7,8-tetrahydroimidazo[1,2-a]pyrazin-3-yl)furan-2-carbonitrile